(3R)-3-[({4-[7-(aminocarbonyl)-5-fluoro-2H-indazol-2-yl]phenyl}amino)carbonyl]-1-methylpiperidinium trifluoroacetate FC(C(=O)[O-])(F)F.NC(=O)C1=CC(=CC2=CN(N=C12)C1=CC=C(C=C1)NC(=O)[C@H]1C[NH+](CCC1)C)F